ClC1=CC=C(C(=N1)C(=O)O)N[C@H](C)C=1C=C(C=C2C(N(C(=NC12)C1(CC1)F)C)=O)C (R)-6-chloro-3-((1-(2-(1-fluorocyclopropyl)-3,6-dimethyl-4-oxo-3,4-dihydroquinazolin-8-yl)ethyl)amino)picolinic acid